O1C(=NC=C1)CC=1C=CC(=NC1)C(C(=O)N)C (5-(oxazol-2-ylmethyl)pyridin-2-yl)propanamide